CC(C(=O)N1C(CCCC1)C=1NC(=CN1)C=1SC(=CC1)C)CC 2-methyl-1-(2-(5-(5-methylthiophene-2-yl)-1H-imidazol-2-yl)piperidin-1-yl)butan-1-one